C(CCC)OC1=NC(=C2N=C(NC2=N1)C(F)F)N 2-butoxy-8-(difluoromethyl)-9H-purin-6-amine